C1OCC12CC(C2)OC=2C=C1C(=NC2Cl)C2(OCC1)COCC2 ((2-oxaspiro[3.3]heptan-6-yl)oxy)-2'-chloro-4,5,5',6'-tetrahydro-2H-spiro[furan-3,8'-pyrano[3,4-b]pyridine]